7-(3-(2-isopropylphenyl)-7,8-dihydro-1,6-naphthyridin-6(5H)-yl)-2,8-dimethyl-4H-pyrimido[1,2-b]pyridazin-4-one C(C)(C)C1=C(C=CC=C1)C=1C=NC=2CCN(CC2C1)C=1C(=CC=2N(N1)C(C=C(N2)C)=O)C